3-[(3R)-3-[1-[4-[[(1R)-1-(2,4-dichlorophenyl)ethyl]amino]-6-methoxy-pyrimidin-2-yl]azetidin-3-yl]-1-piperidyl]-1-methyl-cyclobutanecarboxylic acid ClC1=C(C=CC(=C1)Cl)[C@@H](C)NC1=NC(=NC(=C1)OC)N1CC(C1)[C@@H]1CN(CCC1)C1CC(C1)(C(=O)O)C